ethyl (6-hydroxy-10-methyl-[1,2,4]triazolo[5,1-a]isoquinoline-5-carbonyl)glycinate OC1=C(N2C(C3=C(C=CC=C13)C)=NC=N2)C(=O)NCC(=O)OCC